FC(CN1C=NC(=C1C=1C=CC=2N(N1)C(=CN2)C#N)C2=C(C=CC=C2)CO)F 6-(1-(2,2-difluoroethyl)-4-(2-(hydroxymethyl)phenyl)-1H-imidazol-5-yl)imidazo[1,2-b]pyridazine-3-carbonitrile